2-amino-1-(6-(2-chloro-4-((3-(3-(trifluoromethyl)-1H-pyrazol-4-yl)imidazo[1,2-a]pyrazin-8-yl)amino)benzoyl)-2,6-diazaspiro[3.3]heptan-2-yl)ethan-1-one NCC(=O)N1CC2(C1)CN(C2)C(C2=C(C=C(C=C2)NC=2C=1N(C=CN2)C(=CN1)C=1C(=NNC1)C(F)(F)F)Cl)=O